(+)-1-(1-aminoisoquinolin-7-yl)-N-(5-((3-cyanophenyl)(cyclopropylmethylamino)methyl)-2-fluorophenyl)-3-(trifluoromethyl)-1H-pyrazole-5-carboxamide NC1=NC=CC2=CC=C(C=C12)N1N=C(C=C1C(=O)NC1=C(C=CC(=C1)C(NCC1CC1)C1=CC(=CC=C1)C#N)F)C(F)(F)F